3-(4-chloro-2-(((piperidin-4-ylmethyl)amino)methyl)phenoxy)propan-1-ol hydrochloride Cl.ClC1=CC(=C(OCCCO)C=C1)CNCC1CCNCC1